1-(8-fluoro-2-methyl-[1,2,4]triazolo[1,5-a]pyridin-6-yl)-3-(7-(1-methoxyethyl)-2-methylthiazolo[5,4-b]pyridin-6-yl)urea FC=1C=2N(C=C(C1)NC(=O)NC=1C(=C3C(=NC1)SC(=N3)C)C(C)OC)N=C(N2)C